2-[(3-methoxyphenyl)methyl]-6-(1,2-thiazol-3-yl)-2H-pyrazolo[3,4-d]pyrimidin-4-amine COC=1C=C(C=CC1)CN1N=C2N=C(N=C(C2=C1)N)C1=NSC=C1